quinaldinium [NH+]1=C(C)C=CC2=CC=CC=C12